C([O-])([O-])=O.[Mg+2].O water magnesium carbonate